ClC1=C(C(C2=CC=CC=C2C1=O)=O)NCC1=CC=C(C(=O)NCC2=CC=NC=C2)C=C1 4-(((3-Chloro-1,4-dioxo-1,4-dihydronaphthalin-2-yl)amino)methyl)-N-(pyridin-4-ylmethyl)benzamid